[Fe-4](C#N)(C#N)(C#N)(C#N)(C#N)C#N.[Na+].[Co+2] Cobalt sodium ferrocyanide